tert-butyl (3-(6-(4-(4-methylpiperazin-1-yl)phenyl)furo[3,2-b]pyridin-3-yl)benzyl)carbamate CN1CCN(CC1)C1=CC=C(C=C1)C=1C=C2C(=NC1)C(=CO2)C=2C=C(CNC(OC(C)(C)C)=O)C=CC2